C(CCCCCCCCCCCCC)C1(CO1)CCl 2-n-tetradecyl-2-(chloromethyl) ethylene oxide